methyl 4-(5-amino-4-cyano-1-(2,5-dibromophenethyl)-1H-pyrazol-3-yl)benzoate NC1=C(C(=NN1CCC1=C(C=CC(=C1)Br)Br)C1=CC=C(C(=O)OC)C=C1)C#N